DIMETHYLTHIOPHEN-2(5H)-ONE CC1(C=CC(S1)=O)C